ClC(C(=O)OC1CC(C(CC1)C)C)=C 3,4-dimethylcyclohexyl α-chloroacrylate